N3-(5-bromopyridin-3-yl)-N1-[(1S,2S)-2-hydroxycyclohexyl]-4-methylbenzene-1,3-dicarboxamide BrC=1C=C(C=NC1)NC(=O)C=1C=C(C=CC1C)C(=O)N[C@@H]1[C@H](CCCC1)O